4-(4-((4-(5-((2-((1S)-1-((tetrahydro-2H-pyran-2-yl)oxy)ethyl)-1H-imidazol-1-yl)methyl)-1,2,4-oxadiazol-3-yl)phenyl)ethynyl)benzyl)morpholine O1C(CCCC1)O[C@@H](C)C=1N(C=CN1)CC1=NC(=NO1)C1=CC=C(C=C1)C#CC1=CC=C(CN2CCOCC2)C=C1